(R)-(4-(4-(difluoromethoxy)pyrazolo[1,5-a]pyridin-2-yl)-6,7-dihydro-1H-imidazo[4,5-c]pyridin-5(4H)-yl)(5-(pyrazin-2-yl)-1,3,4-oxadiazol-2-yl)methanone FC(OC=1C=2N(C=CC1)N=C(C2)[C@@H]2N(CCC1=C2N=CN1)C(=O)C=1OC(=NN1)C1=NC=CN=C1)F